methyl 3,3-dimethylpiperidine-4-carboxylate hydrochloride Cl.CC1(CNCCC1C(=O)OC)C